3-(4-trifluoromethyl-phenyl)-glutaronitrile FC(C1=CC=C(C=C1)C(CC#N)CC#N)(F)F